N-[4-(3-Cyanophenyl)-5-(2,6-dimethyl-4-pyridyl)thiazol-2-yl]-1,3-dimethyl-2,4-dioxo-1,3,8-triazaspiro[4.5]decan-8-carboxamid C(#N)C=1C=C(C=CC1)C=1N=C(SC1C1=CC(=NC(=C1)C)C)NC(=O)N1CCC2(C(N(C(N2C)=O)C)=O)CC1